FC(C=1C=CC(=NC1)C(=O)N1CCN(CC1)C(=O)O[C@H](CC1=CNC(C(=C1)C(F)(F)F)=O)C)(F)F (S)-1-(6-Oxo-5-(trifluoromethyl)-1,6-dihydropyridin-3-yl)propan-2-yl 4-(5-(trifluoromethyl) picolinoyl)piperazine-1-carboxylate